4-amino-5-methylpyridin NC1=CC=NC=C1C